2-Methyl-1-(4-(2-((1-((2-morpholinoethyl)sulfonyl)piperidin-4-yl)amino)-5-(trifluoromethyl)pyrimidin-4-yl)-1H-pyrazol-1-yl)propan-2-ol CC(CN1N=CC(=C1)C1=NC(=NC=C1C(F)(F)F)NC1CCN(CC1)S(=O)(=O)CCN1CCOCC1)(C)O